[N+](=O)([O-])C1=CC2=CN(N=C2C=C1C(=O)OC)C12CCC(CC1)(CC2)N2CCNCC2 methyl 5-nitro-2-(4-(piperazin-1-yl) bicyclo[2.2.2]oct-1-yl)-2H-indazole-6-carboxylate